C(#N)C1(CC1)C=1C=C(C(=NC1)NCC=1C(=CC2=C(OC(O2)(F)F)C1)C(=O)O)S(=O)(=O)CC 6-[[[5-(1-cyanocyclopropyl)-3-ethylsulfonyl-2-pyridyl]amino]methyl]-2,2-difluoro-1,3-benzodioxole-5-carboxylic acid